tert-butyl N-[4-[[4-[(2R)-3-(3,4-dihydro-1H-isoquinolin-2-yl)-2-hydroxypropyl]-5-oxo-2,3-dihydro-1,4-benzoxazepin-8-yl] oxy] cyclohexyl]-N-methyl-carbamate C1N(CCC2=CC=CC=C12)C[C@H](CN1CCOC2=C(C1=O)C=CC(=C2)OC2CCC(CC2)N(C(OC(C)(C)C)=O)C)O